C(C)(C)(C)N1N=C(C=2C1=NC=NC2N)C=2NC1=CC=CC(=C1C2)Cl 1-tert-Butyl-3-(4-chloro-1H-indol-2-yl)pyrazolo[3,4-d]pyrimidin-4-amine